C(C)(C)(C)C1=CC(=NC(=C1)N1C2=CC=CC=C2C=2C=C3C(=CC12)N(C=1C=CC=CC13)C1=NC=CC(=C1)C(C)(C)C)C1=C(C=CC=C1)O (4-(tert-butyl)-6-(7-(4-(tert-butyl)pyridine-2-yl)indolo[2,3-b]carbazole-5(7H)-yl)pyridine-2-yl)phenol